2'-Cyclopropyl-N4-{[1-(methoxymethyl)cyclopentyl]methyl}-N4-methyl-6'-(trifluoromethyl)[2,4'-bipyridine]-4,5,6-triamine C1(CC1)C1=NC(=CC(=C1)C1=NC(=C(C(=C1)N(C)CC1(CCCC1)COC)N)N)C(F)(F)F